3-(4-fluoro-1-methyl-1H-pyrazol-5-yl)bicyclo[1.1.1]-pentane-1-carboxylic acid FC=1C=NN(C1C12CC(C1)(C2)C(=O)O)C